[3-(4-isopropyl-1H-pyrazol-3-yl)pyrrolidin-1-yl]methanone C(C)(C)C=1C(=NNC1)C1CN(CC1)C=O